3-chloro-2,5,6-trifluoropyridine ClC=1C(=NC(=C(C1)F)F)F